(4-((7-fluoro-8-methoxy-5H-pyrido[3,2-b]indol-5-yl)methyl)phenyl)phosphonic acid diphenyl ester C1(=CC=CC=C1)OP(OC1=CC=CC=C1)(=O)C1=CC=C(C=C1)CN1C2=C(C=3C=C(C(=CC13)F)OC)N=CC=C2